4-(4-(ethylsulfonamido)phenyl)-1H-pyrrolo[2,3-b]pyridin C(C)S(=O)(=O)NC1=CC=C(C=C1)C1=C2C(=NC=C1)NC=C2